C(C)(=O)C=1C(C(=C(NC1C)C1CC1)C(=O)OCC1CC1)C1=CSC2=NC=CC=C21 Cyclopropylmethyl 5-acetyl-2-cyclopropyl-6-methyl-4-(thieno[2,3-b]pyridin-3-yl)-1,4-dihydropyridine-3-carboxylate